NC1=NC(=NC(=C1NC(OC1=CC=CC=C1)=O)N)C1=NN(C2=C(C=CC=C12)F)CC1=C(C=CC=C1)F phenyl (4,6-diamino-2-(7-fluoro-1-(2-fluorobenzyl)-1H-indazol-3-yl)pyrimidin-5-yl)carbamate